3-(4-bromo-2-methyl-indazol-3-yl)-N-[(4-methoxyphenyl)methyl]-N-methyl-propan-1-amine BrC=1C2=C(N(N=C2C=CC1)C)CCCN(C)CC1=CC=C(C=C1)OC